2,3-Diethylsuccinic acid dimethyl ester COC(C(C(C(=O)OC)CC)CC)=O